C1(CC1)C1=C(C=CC=C1[N+](=O)[O-])OC(C)C 2-cyclopropyl-1-isopropoxy-3-nitrobenzene